ClC1=NC=C(C(=N1)NCC1=C(C=CC=C1Cl)C)C(=O)N 2-chloro-4-((2-methyl-6-chlorobenzyl)amino)pyrimidin-5-carboxamide